N5-(4-(((t-butyldimethylsilyl)oxy)methyl)benzyl)pyridazine-3,5-diamine [Si](C)(C)(C(C)(C)C)OCC1=CC=C(CNC=2C=C(N=NC2)N)C=C1